(5-amino-2-(tert-butylamino)pyrido[4,3-d]pyrimidin-8-yl)-2-(cyclopropylmethoxy)phenol NC1=NC=C(C=2N=C(N=CC21)NC(C)(C)C)C=2C(=C(C=CC2)O)OCC2CC2